(4-(4-(1H-pyrazol-4-yl)phenyl)piperidin-1-yl)(1-methoxycyclohexyl)methanone N1N=CC(=C1)C1=CC=C(C=C1)C1CCN(CC1)C(=O)C1(CCCCC1)OC